[Cu].[Sb].[Sn] tin-antimony copper